C(C)(C)OC(=O)N1[C@H](CN(CC1)CC1=C(C(=CC(=C1)C)NC=1OC(=NN1)[C@H]1COCC1)C)C (2S)-4-[[2,5-dimethyl-3-[[5-[(3R)-tetrahydrofuran-3-yl]-1,3,4-oxadiazol-2-yl]amino]phenyl]methyl]-2-methyl-piperazine-1-carboxylic acid isopropyl ester